((4,6-dimethyl-2-oxo-1,2-dihydropyridin-3-yl)methyl)-3-((2-methyltetrahydro-2H-pyran-4-yl)(ethyl)amino)-2-methyl-5-(1-morpholino-2,3-dihydro-1H-inden-5-yl)benzamide CC1=C(C(NC(=C1)C)=O)CC1=C(C(=C(C(=O)N)C=C1C=1C=C2CCC(C2=CC1)N1CCOCC1)C)N(CC)C1CC(OCC1)C